(R)-N-(3-(3-hydroxypyrrolidin-1-yl)propyl)-7-oxo-7H-benzo[h]pyrido[2,1-b]quinazoline-12-carboxamide O[C@H]1CN(CC1)CCCNC(=O)C1=CC=CN2C1=NC=1C3=C(C=CC1C2=O)C=CC=C3